1-methylperhydroindole CN1CCC2CCCCC12